2,4-Difluoropyridine FC1=NC=CC(=C1)F